ClC=1C=C2C=NN(C2=CC1N1CCN(CC1)C1(COC1)C)C=1C=NN(C1)[C@@H]1C[C@@H](C1)OC 5-chloro-1-[1-(cis-3-methoxycyclobutyl)-1H-pyrazol-4-yl]-6-[4-(3-methyloxetan-3-yl)piperazin-1-yl]-1H-indazole